BrC1=C(C=C(C=C1)CCC(=O)O)OC 3-(4-bromo-3-methoxyphenyl)propionic acid